FC1=CC(=C(C=C1)N1CN(C(C2=CC=C(C=C12)OC(F)(F)F)=O)C1=C(NC(C=C1)=O)C)C 1-(4-fluoro-2-methylphenyl)-3-(2-methyl-6-oxo-1,6-dihydropyridin-3-yl)-7-(trifluoromethoxy)-2,3-dihydroquinazolin-4(1H)-one